C(C)CC(=O)N ethyl-acetamide